2-bromo-4-(3-(2,6-dimethylpyridin-3-yl)phenyl)-6-phenyl-1,3,5-triazine BrC1=NC(=NC(=N1)C1=CC(=CC=C1)C=1C(=NC(=CC1)C)C)C1=CC=CC=C1